(R)-N-(4-(1-methyl-2-oxo-1,2,3,4-tetrahydroquinolin-7-yl)-5,6,7,8-tetrahydroisoquinolin-8-yl)propanamide CN1C(CCC2=CC=C(C=C12)C1=CN=CC=2[C@@H](CCCC12)NC(CC)=O)=O